C(N1CCN(CC1)C1=CC2=C(NC(=N2)CC(=O)OCC)C=C1)([2H])([2H])[2H] ethyl 2-(5-(4-(methyl-d3)piperazin-1-yl)-1H-benzo[d]imidazol-2-yl)acetate